ClC=1C=CC=2N(N1)C(=CN2)C 6-chloro-3-methylimidazolo[1,2-b]pyridazine